C(C)OC(=C)C1=NC=2CCN(CC2C=C1)C(=O)OC(C)(C)C tert-butyl 2-(1-ethoxyvinyl)-7,8-dihydro-1,6-naphthyridine-6(5H)-carboxylate